C(#N)C=1C=CC(=C(C1)C1=CC(=NC=C1C(=O)NC=1SC2=NC(=CC=C2N1)C1=CC=C(OC2CN(C2)C(=O)OC(C)(C)C)C=C1)C)OC tert-butyl 3-(4-(2-(4-(5-cyano-2-methoxyphenyl)-6-methylnicotinamido)thiazolo[5,4-b]pyridin-5-yl)phenoxy)azetidine-1-carboxylate